N-[3-fluoro-4-[[3-fluoro-6-methoxy-7-(2-methoxyethoxy)-4-quinolyl]oxy]phenyl]-1-(4-methoxy-2-methyl-phenyl)-2-oxo-6-(trifluoromethyl)pyridine-3-carboxamide FC=1C=C(C=CC1OC1=C(C=NC2=CC(=C(C=C12)OC)OCCOC)F)NC(=O)C=1C(N(C(=CC1)C(F)(F)F)C1=C(C=C(C=C1)OC)C)=O